Bis(triphenyl-phosphine) palladium (II) chloride [Pd](Cl)Cl.C1(=CC=CC=C1)P(C1=CC=CC=C1)C1=CC=CC=C1.C1(=CC=CC=C1)P(C1=CC=CC=C1)C1=CC=CC=C1